2,4,6-trimethylbenzoyl-phenyl phosphinate [PH2](OC1=C(C=CC=C1)C(C1=C(C=C(C=C1C)C)C)=O)=O